tert-butyl-4-[2-[[2-[N-[(2R,4R)-1-benzyloxycarbonyl-4-methoxy-pyrrolidine-2-carbonyl]-4-(pentafluoro-λ6-sulfanyl)anilino]-2-(3-pyridyl)acetyl]amino]ethyl]piperazine-1-carboxylate C(C)(C)(C)OC(=O)N1CCN(CC1)CCNC(C(C=1C=NC=CC1)N(C1=CC=C(C=C1)S(F)(F)(F)(F)F)C(=O)[C@@H]1N(C[C@@H](C1)OC)C(=O)OCC1=CC=CC=C1)=O